FC=1C=C2C(=NC1)N(N=C2C2=NC(=C(C(=N2)N)N)N)CC2=C(C=CC=C2)F (5-fluoro-1-(2-fluorobenzyl)-1H-pyrazolo[3,4-b]pyridin-3-yl)pyrimidine-4,5,6-triamine